FC=1C=C2C(=CNC(C2=CC1F)=O)[C@@H](C)N(C(=O)C=1NC2=CC(=CC(=C2C1)F)F)C (R)-N-(1-(6,7-difluoro-1-oxo-1,2-dihydroisoquinolin-4-yl)ethyl)-4,6-difluoro-N-methyl-1H-indole-2-carboxamide